C/C(=C(\\C)/C(=O)O)/C(=O)O The molecule is a dicarboxylic acid that is maleic acid in which each of the hydrogens that is attached to a carbon atom is substituted by a methyl group. It derives from a maleic acid. It is a conjugate acid of a dimethylmaleate(2-).